O[C@@H]1COC2=C1C=CC=C2NC2=NNC1=CC(=CC=C21)[C@@H]2C[C@@]21C(NC2=CC=C(C=C12)OC)=O (1R,2S)-2-(3-{[(3S)-3-hydroxy-2,3-dihydro-1-benzofuran-7-yl]amino}-1H-indazol-6-yl)-5'-methoxyspiro[cyclopropan-1,3'-indol]-2'(1'H)-one